COC(=O)C1=NC2=C(C=C(C(=C2C(=C1)C(=O)OC)[N+](=O)[O-])CC(=O)C(=O)OC)F 6-(2-methoxycarbonyl-2-oxoethyl)-5-nitro-8-fluoroquinoline-2,4-dicarboxylic acid dimethyl ester